S1C=NC2=C1C=CC=C2N2N=CC(=C2C(F)(F)F)C(=O)NC=2C=NC(=C(C2)C#N)N2N=CC=N2 1-(benzo[d]thiazol-4-yl)-N-(5-cyano-6-(2H-1,2,3-triazol-2-yl)pyridin-3-yl)-5-(trifluoromethyl)-1H-pyrazole-4-carboxamide